7-bromo-4-[4-(6-chloro-1,3-benzoxazol-2-yl)piperidin-1-yl]-1-methyl-2-oxo-1,2-dihydroquinoline-3-carbonitrile BrC1=CC=C2C(=C(C(N(C2=C1)C)=O)C#N)N1CCC(CC1)C=1OC2=C(N1)C=CC(=C2)Cl